C1(=CC=CC=C1)C1(C2=CC=CC=C2C=2C=C(C(=CC12)N)C1=CC=CC=2C(CCC(C12)(C)C)(C)C)C1=CC=CC=C1 9,9-diphenyl-3-(5,5,8,8-tetramethyl-5,6,7,8-tetrahydronaphthalen-1-yl)-9H-fluoren-2-amine